(S)-7-(8-ethynyl-7-fluoro-3-(trifluoromethyl)naphthalen-1-yl)-8-fluoro-N-methyl-2-morpholino-N-(pyrrolidin-2-ylmethyl)pyrido[4,3-d]pyrimidin-4-amine C(#C)C=1C(=CC=C2C=C(C=C(C12)C1=C(C=2N=C(N=C(C2C=N1)N(C[C@H]1NCCC1)C)N1CCOCC1)F)C(F)(F)F)F